methyl 2-amino-3-(2-oxo-1-azaspiro[4.4]nonan-3-yl)propanoate hydrochloride Cl.NC(C(=O)OC)CC1C(NC2(C1)CCCC2)=O